CN(C1=CC=C(CNN=C2SC3=C(N2C)C=CC=C3)C=C1)C 3-methyl-2-benzothiazolinone (4-(dimethylamino)benzyl) hydrazone